3-((5-(1-(2-Hydroxyethyl)-2-methyl-1H-benzo[d]imidazol-6-yl)-4-methoxypyrrolo[2,1-f][1,2,4]triazin-2-yl)amino)-1-methylcyclobutan-1-ol OCCN1C(=NC2=C1C=C(C=C2)C=2C=CN1N=C(N=C(C12)OC)NC1CC(C1)(O)C)C